C(CCCCCCCCCCCCCCCCCCCCCCC)Cl tetracosanyl chloride